3-(6-fluoro-4-oxo-3H-quinazolin-2-yl)propionic acid FC=1C=C2C(NC(=NC2=CC1)CCC(=O)O)=O